N-(5-(cyclopropylmethoxy)pyridin-2-yl)-2-(3,3-difluoropiperidin-1-yl)propanamide C1(CC1)COC=1C=CC(=NC1)NC(C(C)N1CC(CCC1)(F)F)=O